ClC1=C(C=CC=C1F)C=1CCN(CC1)CC=1C=C2C(N(C(C2=CC1)=O)N1C(NC(CC1)=O)=O)=O 5-((4-(2-chloro-3-fluorophenyl)-3,6-dihydropyridin-1(2H)-yl)methyl)-2-(2,4-dioxotetrahydropyrimidin-1(2H)-yl)isoindoline-1,3-dione